CC(C)(C)[S@@](=O)N[C@@H]1CC2(C3=CC(=CC=C13)C(F)(F)F)CC2 (R)-2-methyl-N-((R)-6'-(trifluoromethyl)-2',3'-dihydrospiro[cyclopropane-1,1'-inden]-3'-yl)propane-2-sulfinamide